3-(2-Aminoethyl)-N-[4-[4-[6-chloro-4-(trifluoromethyl)-2-pyridyl]piperazin-1-yl]sulfonylphenyl]benzamide NCCC=1C=C(C(=O)NC2=CC=C(C=C2)S(=O)(=O)N2CCN(CC2)C2=NC(=CC(=C2)C(F)(F)F)Cl)C=CC1